5-(methoxycarbonyl)-2,4-dimethylphenylsulfonium COC(=O)C=1C(=CC(=C(C1)[SH2+])C)C